triethylmonomethylammonium hydrogen carbonate C(O)([O-])=O.C(C)[N+](C)(CC)CC